CC=1N=CN(C1)C=1C=C(C=C(C1)C(F)(F)F)NC(C1=CC=CC=C1)=O N-(3-(4-methyl-1H-imidazol-1-yl)-5-(trifluoromethyl)phenyl)benzamide